C(C)N1C2=NC(=NC(=C2N=C1C1=CC=NC=C1)N1CCOCC1)N1N=C(C(=C1)C1=CC=CC=C1)O 1-(9-ethyl-6-morpholino-8-(pyridin-4-yl)-9H-purin-2-yl)-4-phenyl-1H-pyrazol-3-ol